6-(4-((2R,6S)-4-acryloyl-6-((R)-1-hydroxyethyl)morpholin-2-yl)-6-chloropyridin-2-yl)-N-methylpyrimidine-4-carboxamide C(C=C)(=O)N1C[C@H](O[C@@H](C1)[C@@H](C)O)C1=CC(=NC(=C1)Cl)C1=CC(=NC=N1)C(=O)NC